Cl.C1(CC1)C1=C(C(=NO1)C1=C(C=CC=C1Cl)Cl)CO[C@@H]1C[C@@H](NCC1)C 5-cyclopropyl-3-(2,6-dichlorophenyl)-4-((((2S,4S)-2-methylpiperidin-4-yl)oxy)methyl)isoxazole hydrochloride